cyclopentasiloxane acrylate C(C=C)(=O)O.O1[SiH2]O[SiH2]O[SiH2]O[SiH2]O[SiH2]1